5-(2-(2-(((2S,4R)-1-((S)-2-(1-fluorocyclopropane-1-carboxamido)-3,3-dimethylbutanoyl)-4-hydroxypyrrolidine-2-carboxamido)methyl)-5-(4-methylthiazol-5-yl)phenoxy)ethoxy)pyrimidin FC1(CC1)C(=O)N[C@H](C(=O)N1[C@@H](C[C@H](C1)O)C(=O)NCC1=C(OCCOC=2C=NC=NC2)C=C(C=C1)C1=C(N=CS1)C)C(C)(C)C